tert-butyl 4-[8-(3-methoxycyclobutyl)-2-methylsulfinyl-7-oxo-pyrido[2,3-d]pyrimidin-6-yl]-8-methyl-2,3-dihydroquinoxaline-1-carboxylate COC1CC(C1)N1C(C(=CC2=C1N=C(N=C2)S(=O)C)N2CCN(C1=C(C=CC=C21)C)C(=O)OC(C)(C)C)=O